CC(=O)N[C@@H](CCC(=O)O)C(=O)O N-Acetyl-L-Glutamic Acid